tert-butyl N-[4-[[6-chloro-2-(trifluoromethyl)-4-quinolyl]amino]cyclohexyl]carbamate ClC=1C=C2C(=CC(=NC2=CC1)C(F)(F)F)NC1CCC(CC1)NC(OC(C)(C)C)=O